ClC1=C2CCN([C@@H](C2=C(C=C1)OCC=1N=NN(C1C(F)F)C)CN1C([C@@H](CC1)C)=O)C(=O)OC(C)(C)C tert-butyl (S)-5-chloro-8-((5-(difluoromethyl)-1-methyl-1H-1,2,3-triazol-4-yl)methoxy)-1-(((R)-3-methyl-2-oxopyrrolidin-1-yl)methyl)-3,4-dihydroisoquinoline-2(1H)-carboxylate